benzyl 4-indolin-4-ylpiperazine-1-carboxylate N1CCC2=C(C=CC=C12)N1CCN(CC1)C(=O)OCC1=CC=CC=C1